FC(C1=CC2=C(SC(=C2)C(N[C@H]2CCCC[C@@H]3N(C2=O)[C@@H](CC3)C(N[C@H](CO)CC=3C=NC=CC3)=O)=O)C=C1)(F)P(O)(O)=O (difluoro(2-(((3S,6S,10aS)-3-(((S)-1-hydroxy-3-(pyridin-3-yl)propan-2-yl)carbamoyl)-5-oxodecahydropyrrolo[1,2-a]azocin-6-yl)carbamoyl)benzo[b]thiophen-5-yl)methyl)phosphonic acid